(R)-1-(2-tert-butoxycarbonylamino-3-phenylpropyl)-piperidine C(C)(C)(C)OC(=O)N[C@@H](CN1CCCCC1)CC1=CC=CC=C1